1-[3-(fluoromethyl)phenyl]-3-[2-hydroxy-1-[2-(2,2,2-trifluoroethoxy)pyridin-4-yl]ethyl]urea FCC=1C=C(C=CC1)NC(=O)NC(CO)C1=CC(=NC=C1)OCC(F)(F)F